OC=1C=C(C=CC1O)C1(C2(N(CC1)C)C(NC1=CC=CC=C12)=O)C(C1=CC(=CC=C1)O)=O (3,4-dihydroxyphenyl)-3'-(3-hydroxybenzoyl)-1'-methylspiro[indoline-3,2'-pyrrolidin]-2-one